(S)-N-((4-carbamimidoylthiazol-2-yl)methyl)-7-((3-methyl-4-phenoxybenzoyl)glycyl)-1,4-dioxa-7-azaspiro[4.4]nonane-8-carboxamide C(N)(=N)C=1N=C(SC1)CNC(=O)[C@H]1N(CC2(OCCO2)C1)C(CNC(C1=CC(=C(C=C1)OC1=CC=CC=C1)C)=O)=O